C1(CC1)N1CC([C@H](CC1)NC1=NN2C(C(=N1)NC)=C(C=C2)C2=CC=C1C(=N2)N(C(=N1)C)CC(F)F)(F)F (S)-N2-(1-Cyclopropyl-3,3-difluoropiperidin-4-yl)-5-(3-(2,2-difluoroethyl)-2-methyl-3H-imidazo[4,5-b]pyridin-5-yl)-N4-methylpyrrolo[2,1-f][1,2,4]triazine-2,4-diamine